C(C1=CC=CC=C1)N1CCC(CC1)(C(=O)N)C1=C(C=CC(=C1)F)F 1-benzyl-4-(2,5-difluorophenyl)piperidine-4-carboxamide